OC=1C=C(C=CC1[N+](=O)[O-])N1C[C@H](N(CC1)C(=O)OC(C)(C)C)C tert-Butyl (2R)-4-(3-hydroxy-4-nitrophenyl)-2-methylpiperazine-1-carboxylate